O=C1C(CC[C@H](C1)C=C)CNC(OCC1=CC=CC=C1)=O benzyl (((4R)-2-oxo-4-vinylcyclohexyl)methyl)carbamate